2,3-bis(trifluoromethyl)acrylic acid anhydride FC(C(C(=O)OC(C(=CC(F)(F)F)C(F)(F)F)=O)=CC(F)(F)F)(F)F